[I-].N1C=C(C2=CC=CC=C12)CC[N+](CCC)(CCC)CCC [2-(1H-indol-3-yl)ethyl]tripropylazanium iodide